NC1=NC=CC(=N1)C=1C(=C2C(=NC1)NC=C2)N[C@H]2CN(CCC2)C(CC#N)=O (R)-3-(3-((5-(2-aminopyrimidin-4-yl)-1H-pyrrolo[2,3-b]pyridin-4-yl)amino)piperidin-1-yl)-3-oxopropanenitrile